tert-butyl 3-((6-(cyclopropanecarboxamido)-3-(furan-3-yl)pyridin-2-yl)oxy)azetidine-1-carboxylate C1(CC1)C(=O)NC1=CC=C(C(=N1)OC1CN(C1)C(=O)OC(C)(C)C)C1=COC=C1